N1N=CC(=C1)NC(C1=CC(=CC=C1)C1=CC=C2C(=N1)N=NN2C(C2=CC=CC=C2)(C2=CC=CC=C2)C2=CC=CC=C2)=O N-(1H-pyrazol-4-yl)-3-(1-trityl-1H-[1,2,3]triazolo[4,5-b]pyridin-5-yl)benzamide